C1(=CC=CC=C1)SCC1=C(C(=O)OC)C=CC=C1 Methyl 2-((phenylthio)methyl)benzoate